(S)-N-(2-(2-cyano-4,4-difluoropyrrolidin-1-yl)-2-oxoethyl)-6-(3-(1-tert-butoxycarbonyl-piperidin-4-yl)-1-propoxy)quinoline-4-carboxamide C(#N)[C@H]1N(CC(C1)(F)F)C(CNC(=O)C1=CC=NC2=CC=C(C=C12)OCCCC1CCN(CC1)C(=O)OC(C)(C)C)=O